5-(aminomethyl)-N-(4,4-difluorocyclohexyl)-N-methylpyridin-2-amine NCC=1C=CC(=NC1)N(C)C1CCC(CC1)(F)F